N1(CCCC2=CC=CC=C12)N 3,4-Dihydroquinolin-1(2H)-amine